C(CCC(=O)O)(=O)O.C(CCC(=O)O)(=O)O.ClC=1C=CC(=C(CN2CC(C2)CN)C1)OCC (1-(5-chloro-2-ethoxybenzyl)azetidin-3-yl)methanamine disuccinate